4-amino-3-[6-(2-fluoro-6-propoxyphenyl)pyridine-3-ylazo]naphthalene NC1=C(C=CC2=CC=CC=C12)N=NC=1C=NC(=CC1)C1=C(C=CC=C1OCCC)F